4-(3,5-Difluorophenoxy)-7-trifluoromethanesulfonyl-1H-indazole FC=1C=C(OC2=C3C=NNC3=C(C=C2)S(=O)(=O)C(F)(F)F)C=C(C1)F